(S)-2-amino-3-(5-amino-5-oxopentanamido)propanoic acid N[C@H](C(=O)O)CNC(CCCC(=O)N)=O